CC=1SC=C(N1)COC1=CC=C(C=C1)/C=C/C(=O)C1=CC=C(OC(C(=O)O)C)C=C1 2-[4-[(E)-3-[4-[(2-Methyl-1,3-thiazol-4-yl)methoxy]phenyl]prop-2-enoyl]phenoxy]propanoic acid